F[C@@H]1[C@@H](C1)C(=O)NC1=NC=NC(=C1)N1C(=NC=C1)NC=1C=NC(=CC1C)C(CC)=O (1S,2S)-2-fluoro-N-(6-{2-[(4-methyl-6-propanoylpyridin-3-yl)amino]imidazol-1-yl}pyrimidin-4-yl)cyclopropane-1-carboxamide